BrC1=CC=CC=2C(N(COC21)C(=O)C2=C(C=C(C=C2Cl)C=2C=NN(C2)C)Cl)([2H])[2H] (8-Bromo-4,4-dideuterio-2H-1,3-benzoxazin-3-yl)-[2,6-dichloro-4-(1-methylpyrazol-4-yl)phenyl]methanone